ClC1=CC=C(C=C1)C1=NN(C=C1)CC 3-(4-Chlorophenyl)-1-ethyl-1H-pyrazole